bis(1,2-triethoxysilyl)ethane CCO[Si](CC[Si](OCC)(OCC)OCC)(OCC)OCC